tert-butyl (1R,3R)-1-(((R)-tert-butylsulfinyl) amino)-3-(vinyloxy)-8-azaspiro[4.5]decan-8-carboxylate C(C)(C)(C)[S@@](=O)N[C@@H]1C[C@@H](CC12CCN(CC2)C(=O)OC(C)(C)C)OC=C